C(\C=C\C=C/CCCCC)(=O)OCC (2E,4Z)-ethyl deca-2,4-dienoate